O=C1N(CC2=C(C=CC=C12)NC1CC(CCC1)CCCCN1N=CC(=C1)C1=NC2=CC=CC=C2N=C1)C1C(NC(CC1)=O)=O 3-(1-oxo-4-((3-(4-(4-(quinoxalin-2-yl)-1H-pyrazol-1-yl)butyl)cyclohexyl)amino)isoindolin-2-yl)piperidine-2,6-dione